2-(4-Methoxyphenyl)-1-(phenylethynyl)-1H-benzimidazole COC1=CC=C(C=C1)C1=NC2=C(N1C#CC1=CC=CC=C1)C=CC=C2